5-(2-fluoropyridin-3-yl)-1H-pyrrol-3-carbaldehyde FC1=NC=CC=C1C1=CC(=CN1)C=O